CC1=CC=C(C=C1)OC1=CC=C(C=C1)C(F)(F)F 1-Methyl-4-(4-(trifluoromethyl)phenoxy)benzene